ClC1=CC=C(C=C1)C1=NN(CC1C1=CC=CC=C1)S(N(CC)CC)(=O)=O 3-(4-chlorophenyl)-N-(N,N-diethylsulfamoyl)-4-phenyl-4,5-dihydro-1H-pyrazole